C(C)(=O)C=1C=CC(=C(C1)CN(CC(=O)O)CC)OC 2-([(5-ACETYL-2-METHOXYPHENYL)METHYL](ETHYL)AMINO)ACETIC ACID